C(C)(C)(C)OC(=O)N(CCC(=O)OCC1=CC=CC=C1)CCS(N)(=O)=O benzyl 3-[tert-butoxycarbonyl (2-sulfamoylethyl)amino]propanoate